C1(=CC=CC=C1)C=CC=CCCCCCCO 10-phenyl-7,9-decadienyl alcohol